ClC=1C(C2CCC(C1)C2)CC(=O)[O-] 3-chlorobicyclo[3.2.1]-3-octene-2-acetate